((1S,6R,7S)-3-(3-(2,4-dimethyl-2H-indazol-5-yl)-1H-pyrazolo[3,4-b]pyrazin-6-yl)-7-(5-methylisoxazol-3-yl)-3-azabicyclo[4.1.0]heptan-7-yl)methanamine CN1N=C2C=CC(=C(C2=C1)C)C1=NNC2=NC(=CN=C21)N2C[C@@H]1[C@]([C@@H]1CC2)(C2=NOC(=C2)C)CN